8-(3-chloro-2-methyl-anilino)-6-(hydroxymethyl)-2-[(4-methoxyphenyl)methyl]-7-(4-pyridyl)-3,4-dihydropyrrolo[1,2-a]pyrazin-1-one ClC=1C(=C(NC=2C(=C(N3C2C(N(CC3)CC3=CC=C(C=C3)OC)=O)CO)C3=CC=NC=C3)C=CC1)C